COC1=CC=C(C=C1)C1=C(C(=NN1C1=CC=CC=C1)C(F)F)C#N (4-methoxyphenyl)-1-phenyl-3-difluoromethyl-1H-pyrazole-4-carbonitrile